3-ethyl-9-fluoro-2-oxo-2,3-dihydro-1H-pyrimido[4,5,6-de]quinazolin C(C)N1C(NC2=C(C=CC=3C2=C1N=CN3)F)=O